C(#N)C=1C=C(C=CC1F)NC(=O)N1CC=2C(=NN3C2C2=C(CCC3)C=CC=N2)C[C@H]1C (11R)-N-(3-Cyano-4-fluorophenyl)-11-methyl-6,7,10,11-tetrahydro-5H-pyrido[2,3-c]pyrido[4',3':3,4]pyrazolo[1,5-a]azepine-12(13H)-carboxamide